NC1=NC=C(C2=C1C(=NN2C)C2=CC(=C(C=C2)NS(=O)(=O)C(F)F)O[C@@H](C)C2=CC=C(C=C2)F)C=2CNCCC2 (S)-N-(4-(4-amino-1-methyl-7-(1,2,5,6-tetrahydropyridin-3-yl)-1H-pyrazolo[4,3-c]pyridin-3-yl)-2-(1-(4-fluorophenyl)ethoxy)phenyl)-1,1-difluoromethanesulfonamide